C(#N)C1=C(C(=C(C=C1)N1C(N(C(C1=O)(C)C)CCCC(=O)NC)=S)F)SC 4-(3-(4-cyano-2-fluoro-3-(methylthio)phenyl)-5,5-dimethyl-4-oxo-2-thioxo-imidazolidin-1-yl)-N-methylbutanamide